CC(CO)(CO)C1=CC=CC=C1 2-methyl-2-phenyl-1,3-propylene glycol